[(diphenyl-d10)triazinylphenyl-d9]dibenzoselenophene tert-butyl-(1R,3S)-3-((5-fluoro-4-(3-(2-methoxypyridin-3-yl)phenyl)pyrimidin-2-yl)amino)cyclohexane-1-carboxylate C(C)(C)(C)OC(=O)[C@H]1C[C@H](CCC1)NC1=NC=C(C(=N1)C1=CC(=CC=C1)C=1C(=NC=CC1)OC)F.C1(C(C(C(C(C1[2H])([2H])[2H])([2H])[2H])([2H])[2H])([2H])[2H])([2H])C1=C(C(=NN=N1)C1C(C(C(C(C1([2H])C1=CC=CC=2[Se]C3=C(C21)C=CC=C3)([2H])[2H])([2H])[2H])([2H])[2H])([2H])[2H])C3(C(C(C(C(C3[2H])([2H])[2H])([2H])[2H])([2H])[2H])([2H])[2H])[2H]